CC(C)[C@@]12CC[C@@](O1)([C@H](C2)O)C The molecule is a cineole in which the 1,4-cineole skeleton is substituted at C-2 with a hydroxy group oriented exo (S configuration). It has a role as a human xenobiotic metabolite and a rat metabolite.